1-((1S,2R)-2-fluorocyclopropyl)-2-oxo-1,2-dihydropyridine-3-carboxylic acid F[C@H]1[C@H](C1)N1C(C(=CC=C1)C(=O)O)=O